9,11-dioxo-4,9,11,13-tetrahydro-1H-5,12-methanoimidazo[4,5-g]pyrido[1,2-b][1,2,5]triazonine-8-carboxamide O=C1C=C2N(N3CC4=C(CN(C2=O)C3)NC=N4)C=C1C(=O)N